NC1=CC=CC(=N1)S(=O)(=O)NC(=O)C=1C(=NC(=CC1)C1=CC(=NC=C1)OCC(C)C)N1C(C[C@@H](C1)C)(C)C N-[(6-Amino-2-pyridyl)sulfonyl]-6-(2-isobutoxy-4-pyridyl)-2-[(4S)-2,2,4-trimethylpyrrolidin-1-yl]pyridin-3-carboxamid